10-(2-cyanoethyl)-9,10-dihydro-9-oxa-10-phosphaphenanthrene-10-oxide C(#N)CCP1(OC2=CC=CC=C2C=2C=CC=CC12)=O